ethylthiotris(thietanylthio)tin C(C)S[Sn](SC1SCC1)(SC1SCC1)SC1SCC1